4-(1-bromoethyl)-5-(5-chloropyrimidin-2-yl)oxy-2-(trifluoromethyl)quinazoline BrC(C)C1=NC(=NC2=CC=CC(=C12)OC1=NC=C(C=N1)Cl)C(F)(F)F